monohydrogen phosphate, dihydrogenphosphate Salt P(=O)(O)(O)O.P(=O)(O)(O)O